FC=1C=CC=C2CC[C@H](C12)NC(=O)C1=CC2=C(N=C(S2)N2CCNCC2)C=C1 (R)-N-(7-fluoro-2,3-dihydro-1H-inden-1-yl)-2-(piperazin-1-yl)benzo[d]Thiazole-6-Formamide